C(C)(C)(C)OC(=O)N1C(=CC2=C(C=CC=C12)C)CCNC(=O)OC(C)(C)C 2-(((Tert-Butoxycarbonyl)amino)ethyl)-4-methyl-1H-indole-1-carboxylic acid tert-butyl ester